C(CCCCCC(=O)O)CCCCCBr The molecule is a bromo fatty acid consisting of lauric acid having a single bromo-substituent at the 12-position. It derives from a dodecanoic acid.